C1(=CC(=CC2=CC(=CC=C12)S(=O)(=O)[O-])S(=O)(=O)[O-])S(=O)(=O)[O-].[Na+].[Na+].[Na+] sodium 1,3,6-naphthalenetrisulphonate